Isopropyl-tris(dimethyl-amino)tin C(C)(C)[Sn](N(C)C)(N(C)C)N(C)C